ClC1=CC(=NC2=NC=C(N=C21)O)C2=CC1=CN(N=C1C(=C2OCOC)C)C 8-chloro-6-[6-(methoxymethoxy)-2,7-dimethylindazol-5-yl]pyrido[2,3-b]pyrazin-2-ol